N1C=NC2=C1C=CC(=C2)N2C(OC[C@@H]2C2=C(C(=C(C=C2)N2CC(CC2)(F)F)F)F)=O (S)-3-(1H-benzo[d]imidazol-5-yl)-4-(4-(3,3-difluoropyrrolidin-1-yl)-2,3-difluorophenyl)oxazolidin-2-one